[Co](Cl)Cl.N1=CC=CC2=CC=C3C=CC=NC3=C12 phenanthroline cobalt chloride